methyl ((S)-N-(tert-butoxycarbonyl)-2-(((R)-5-((tert-butyldimethylsilyl)oxy)pentan-2-yl)oxy)-4-methylphenylsulfonimidoyl)-L-prolinate C(C)(C)(C)OC(=O)N=[S@@](=O)(C1=C(C=C(C=C1)C)O[C@H](C)CCCO[Si](C)(C)C(C)(C)C)N1[C@@H](CCC1)C(=O)OC